C(C)(=O)C=1C=CC(=NC1N1N=C(C=C1C)C#N)N1C=NC2=C1C=C(C(=C2)N[C@H]2CN(C[C@H]2F)C(=O)OC(C)(C)C)F tert-butyl (3S,4R)-3-[[1-[5-acetyl-6-(3-cyano-5-methyl-pyrazol-1-yl)-2-pyridyl]-6-fluoro-benzimidazol-5-yl] amino]-4-fluoro-pyrrolidine-1-carboxylate